FC1=NN2C(N=C(C=C2)C(C)=O)=C1F 1-(2,3-difluoropyrazolo[1,5-a]pyrimidin-5-yl)ethan-1-one